Trans-germol [GeH2]1C=CC=C1